C(CCCCCCC\C=C/CCCCCC)(=O)[O-].[Mg+2].C(CCCCCCC\C=C/CCCCCC)(=O)[O-] Magnesium palmitoleat